ClC1=C2C(=NC=C1)OCCC2 5-chloro-3,4-dihydro-2H-pyrano[2,3-b]pyridine